[N+](=O)([O-])C1=NC=CC(=C1)NC1=C(C(N(C2=NC(=CC=C12)C(F)(F)F)C1=CC=CC=C1)=O)C#N 4-((2-Nitropyridin-4-yl)amino)-2-oxo-1-phenyl-7-(trifluoromethyl)-1,2-dihydro-1,8-naphthyridine-3-carbonitrile